6-chloro-3-(((1R)-1-(2-cyano-3-(1-(hydroxymethyl)-6-azabicyclo[3.2.1]octan-6-yl)-7-methylquinoxalin-5-yl)ethyl)amino)picolinic acid ClC1=CC=C(C(=N1)C(=O)O)N[C@H](C)C1=C2N=C(C(=NC2=CC(=C1)C)C#N)N1C2CCCC(C1)(C2)CO